C(CC#C)(=O)NCC=1C=C(CN)C=C(C1)CNC(CC#C)=O 3,5-bis(3-butynamidomethyl)benzylamine